ClC1=C(C=CC(=C1)Cl)CSC(=N)N (2,4-dichlorophenyl)methyl-thiomethaneamidine